1-((1-acryloyl-3-fluoroazetidin-3-yl)methyl)-7-chloro-6-(2-chloro-6-hydroxyphenyl)-4-(2-isopropyl-4-methylpyridin-3-yl)-1,4-dihydropyrido[2,3-b]pyrazine-2,3-dione C(C=C)(=O)N1CC(C1)(F)CN1C2=C(N(C(C1=O)=O)C=1C(=NC=CC1C)C(C)C)N=C(C(=C2)Cl)C2=C(C=CC=C2O)Cl